FC(CNC(=O)C1=CN=C2N1C=C(C=C2)C2=CNC1=NC=C(C=C12)C(NC=1C=NN(C1)C1CCN(CC1)C)=O)F N-(2,2-difluoroethyl)-6-(5-((1-(1-methylpiperidin-4-yl)-1H-pyrazol-4-yl)carbamoyl)-1H-pyrrolo[2,3-b]pyridin-3-yl)imidazo[1,2-a]pyridine-3-carboxamide